4-(phenylmethyl)-phenol C1(=CC=CC=C1)CC1=CC=C(C=C1)O